(2S,3R)-1-[7,7-difluoro-4-(1-imino-1-oxo-2,3-dihydrobenzothiophen-6-yl)-5,6-dihydrocyclopenta[d]pyrimidin-2-yl]-2-methyl-azetidin FC1(CCC2=C1N=C(N=C2C2=CC1=C(CCS1(=O)=N)C=C2)N2[C@H](CC2)C)F